1-(4-amino-1H-pyrazol-1-yl)-N-(2-chloro-4-(trifluoromethyl)phenyl)cyclobutane-1-carboxamide NC=1C=NN(C1)C1(CCC1)C(=O)NC1=C(C=C(C=C1)C(F)(F)F)Cl